(±)-(4Z)-4-(1,3-benzothiazol-6-ylmethylene)-2-[[cis-2-hydroxycyclohexyl]amino]-1H-imidazol-5-one S1C=NC2=C1C=C(C=C2)\C=C\2/N=C(NC2=O)N[C@H]2[C@H](CCCC2)O |r|